Ethyl 4-(3-(4-chlorophenyl)-5-(quinoxalin-6-yl)-4,5-dihydro-1H-pyrazol-1-yl)-4-oxobutanoate ClC1=CC=C(C=C1)C1=NN(C(C1)C=1C=C2N=CC=NC2=CC1)C(CCC(=O)OCC)=O